C(C)(C)(C)OC(=O)N1C[C@@H](N(CC1)CC1CCN(CC1)C1=CC=C2C(=NN(C2=C1)C)C=1C(=NC(=CC1)OCC1=CC=CC=C1)OCC1=CC=CC=C1)CO.CC(=C)CC(C)(C)C 2,4,4-trimethyl-Penten tert-butyl-(R)-4-((1-(3-(2,6-bis(benzyloxy)pyridin-3-yl)-1-methyl-1H-indazol-6-yl)piperidin-4-yl)methyl)-3-(hydroxymethyl)piperazine-1-carboxylate